CN(C1=C(C(=O)NCCNC2=CC(=CC=C2)NS(=O)(=O)C2=C(C=CC(=C2)C2=CC(=CC=C2)C(N(C)C)=O)OC)C=CC=C1)C 2-(dimethylamino)-N-[2-[3-[[5-[3-(dimethylcarbamoyl)phenyl]-2-methoxyphenyl]sulfonylamino]anilino]ethyl]benzamide